C(CCC)N1C(C=CC1=O)=O N-butyl-maleimide